tris-o-tolylphosphane C1(=C(C=CC=C1)P(C1=C(C=CC=C1)C)C1=C(C=CC=C1)C)C